1-Methylpiperidine-4-carboxylic acid 7-[4-(4-benzo[b]thiophen-4-ylpiperazin-1-yl)butoxy]-2-oxo-2H-quinolin-1-ylmethyl ester S1C2=C(C=C1)C(=CC=C2)N2CCN(CC2)CCCCOC2=CC=C1C=CC(N(C1=C2)COC(=O)C2CCN(CC2)C)=O